O.S(=O)(=O)(O)O.N(=NC(C)(C)C=1NCCN1)C(C)(C)C=1NCCN1 2,2'-azobis[2-(2-imidazolin-2-yl)propane] sulfate hydrate